5-bromo-1-ethyl-4-[(4-methoxyphenyl)methoxy]-1H-pyrazole BrC1=C(C=NN1CC)OCC1=CC=C(C=C1)OC